C(C)(C)(C)OC(=O)N1CCN(CC1)C=1N=NC(=C2C1N=CC(=C2)Cl)Cl 4-(3,5-dichloropyrido[2,3-d]pyridazin-8-yl)piperazine-1-carboxylic acid tert-butyl ester